2-chloro-4-[[1-methyl-3-[(5-methyl-2-oxo-oxazolidin-4-yl)methyl]-2-oxo-benzimidazol-5-yl]amino]pyridine-3-carbonitrile ClC1=NC=CC(=C1C#N)NC1=CC2=C(N(C(N2CC2NC(OC2C)=O)=O)C)C=C1